6-[(S)-1-cyclopropylethyl]-19-amino-10,13-dioxa-6,16,20,21,24-pentaazapentacyclo[16.5.2.12,9.04,8.021,25]hexacosane C1(CC1)[C@H](C)N1CC2CC3C4CCN5NC(C(CNCCOCCOC(C2C1)C3)C5N4)N